C(C)(=O)N[C@H]([C@H](CC(C(=O)O)=O)O)[C@@H](O)[C@H](O)[C@H](O)CO 5-acetamido-3,5-dideoxy-glycero-galacto-2-nonulosonic acid